C1(CC1)C1=NC=NC(=C1C1=NC=C(C(=C1F)N(C)CC1=CC=C(C=C1)C=1N(C=C(N1)C(F)(F)F)C(C)C)F)OC 2-(4-cyclopropyl-6-methoxypyrimidin-5-yl)-3,5-difluoro-N-(4-(1-isopropyl-4-(trifluoromethyl)-1H-imidazol-2-yl)benzyl)-N-methylpyridin-4-amine